NC[C@]1(CN(CC1)C1=NN2C(S1)=NC=C2C=2C(=NC(=CC2)C)OC)O (R)-3-(aminomethyl)-1-(5-(2-methoxy-6-methylpyridin-3-yl)imidazo[2,1-b][1,3,4]thiadiazol-2-yl)pyrrolidin-3-ol